2-chloro-benzoic acid methyl ester COC(C1=C(C=CC=C1)Cl)=O